4-(4-((1R,5S)-3,8-diazabicyclo[3.2.1]oct-3-yl)-8-fluoro-5-isopropoxy-2-((2-Methyltetrahydro-1H-pyrrolizin-7a(5H)-yl)methoxy)pyrido[4,3-d]pyrimidin-7-yl)-5-ethynyl-6-fluoronaphthalene [C@H]12CN(C[C@H](CC1)N2)C=2C1=C(N=C(N2)OCC23CCCN3CC(C2)C)C(=C(N=C1OC(C)C)C1=CC=CC2=CC=C(C(=C12)C#C)F)F